dihydroxy-6a-ethyl-5β-cholan-24-oic acid methyl ester COC(C(C[C@@H](C)[C@H]1CC[C@H]2[C@@H]3C[C@@H]([C@@H]4CCCC[C@]4(C)[C@H]3CC[C@]12C)CC)(O)O)=O